CC1=CC=C(C=C1)NC2=NC(=NC3=CC=CC=C32)C4=CC=NC=C4 The molecule is a member of the class of quinazolines that is quinazoline which is substituted at positions 2 and 4 by pyridin-4-yl and (4-methylphenyl)nitrilo groups, respectively. It is a member of quinazolines, a secondary amino compound, an aromatic amine, a member of pyridines, a member of toluenes and a substituted aniline.